4-(ethylamino)cyclohexanone C(C)NC1CCC(CC1)=O